F[C@H]1C[C@@H](CN(C1)C(C)C)NC1=NC=C2C(=N1)N(C(N(C2)C=2C=CC(=NC2)NS(=O)(=O)CC2=CC=C(C=C2)F)=O)C(C)C N-(5-(7-(((3S,5S)-5-fluoro-1-isopropylpiperidin-3-yl)amino)-1-isopropyl-2-oxo-1,4-dihydropyrimido[4,5-d]pyrimidin-3(2H)-yl)pyridin-2-yl)-1-(4-fluorophenyl)methanesulfonamide